FC(CC[C@@H]1CN(C2=C(S([C@@H]1F)(=O)=O)C=C(C(=C2)C(F)(F)F)OCC(C(=O)O)(C)C)C2CCC(CC2)(F)F)(C)F 3-(((2S,3R)-3-(3,3-difluorobutyl)-5-(4,4-difluorocyclohexyl)-2-fluoro-1,1-dioxido-7-(trifluoromethyl)-2,3,4,5-tetrahydrobenzo[b][1,4]thiazepin-8-yl)oxy)-2,2-dimethylpropanoic acid